5-hydroxy-2-methyl-isoindolin-1-one OC=1C=C2CN(C(C2=CC1)=O)C